COCC1(CN(C=2N=C(N=C(C21)S)C)C2=NN(C=C2)C)C 5-(methoxymethyl)-5-methyl-7-(1-methylpyrazol-3-yl)-2-methyl-sulfanyl-6H-pyrrolo[2,3-d]pyrimidine